C(C=C)ON1C(=NC=2N(C=NC2C1=O)[C@@H]1O[C@@H]([C@@H]([C@H]1O)O)CO)N (allyloxy)-2-amino-9-((2R,3R,4R,5R)-3,4-dihydroxy-5-(hydroxymethyl)tetrahydrofuran-2-yl)-1,9-dihydro-6H-purin-6-one